4-amino-2-methylbutan-2-yl N-(tert-butoxycarbonyl)-L-valinate C(C)(C)(C)OC(=O)N[C@@H](C(C)C)C(=O)OC(C)(CCN)C